(S)-(1-((4-bromo-2-fluorophenyl)sulfonyl)-4,4-difluoropyrrolidin-2-yl)methanol BrC1=CC(=C(C=C1)S(=O)(=O)N1[C@@H](CC(C1)(F)F)CO)F